5-hydroxymethyl-4H-pyran-4-one OCC=1C(C=COC1)=O